BrC1=C2N=CC=NC2=CC=C1NC=1N(CCN1)C([C@H](C)OC([C@H](C)OC([C@H](C)OC(C)=O)=O)=O)=O (S)-2-((S)-2-Acetoxy-propionyloxy)-propionic acid (S)-2-[2-(5-bromo-quinoxalin-6-ylamino)-4,5-dihydro-imidazol-1-yl]-1-methyl-2-oxo-ethyl ester